N-(1-(hydroxy(phenyl)methyl)cyclopropyl)-1-(3-(4-methoxyphenyl)-1,2,4-oxadiazol-5-yl)piperidine-4-carboxamide OC(C1(CC1)NC(=O)C1CCN(CC1)C1=NC(=NO1)C1=CC=C(C=C1)OC)C1=CC=CC=C1